CC1SC=CN1 2-methyl-4-thiazoline